CN(C=O)C1=NC=CC=N1 N-methyl-N-2-pyrimidinylformamide